C(C)OC=1C=C(C=CC1C=1NC(C2=C(N1)NN=N2)=O)C2=CC=C(O2)C(=O)O 5-(3-ethoxy-4-(7-oxo-6,7-dihydro-3H-[1,2,3]triazolo[4,5-d]pyrimidin-5-yl)phenyl)furan-2-carboxylic acid